N-para-aminobenzoyl-L-glutamic acid NC1=CC=C(C(=O)N[C@@H](CCC(=O)O)C(=O)O)C=C1